C(C)(C)(C)OC(=O)N1N=CC2=NC(=CC=C21)Br 5-Bromopyrazolo[4,3-b]pyridine-1-carboxylic Acid Tert-Butyl Ester